OC(CC[C@H]1[C@@H]2CCN([C@H]([C@H]2CCC1)C)C(CC1=C(C(=NC=C1Cl)[C@H](C)O)Cl)=O)(C)C 1-[(1S,4aS,5S,8aS)-5-(3-hydroxy-3-methyl-butyl)-1-methyl-3,4,4a,5,6,7,8,8a-octahydro-1H-isoquinolin-2-yl]-2-[3,5-dichloro-2-[(1S)-1-hydroxyethyl]-4-pyridyl]ethanone